C(C)N1CN(C=C1)CC(=O)C1=CC=C(C=C1)Br 1-ethyl-3-[2-(4-bromo-phenyl)-2-oxoethyl]Imidazole